4-[5-(2-aminoethyl)pyrimidin-2-yl]-3-[1-(2,2-difluoroethyl)-3-methylpyrazol-4-yl]oxybenzonitrile NCCC=1C=NC(=NC1)C1=C(C=C(C#N)C=C1)OC=1C(=NN(C1)CC(F)F)C